ClC=1C(=NC(=NC1)NC1=C(C=C(C(=C1)C)C1CCNCC1)OC(C)C)NC1=C(C=CC=C1)S(=O)(=O)C(C)C 5-chloro-N2-(2-isopropoxy-5-methyl-4-(piperidin-4-yl)phenyl)-N4-[2-(propane-2-sulfonyl)-phenyl]-pyrimidine-2,4-diamine